N-[(N''-acetyltryptophanyl)-4-piperidinyl]-N-[2-(2-pyridinyl)ethyl]-N'-(2-pyridylmethyl)-1,3-xylylenediamine C(C)(=O)N[C@@H](CC1=CNC2=CC=CC=C12)C(=O)N1CCC(CC1)N(CC1=CC(=CC=C1)CNCC1=NC=CC=C1)CCC1=NC=CC=C1